(3R)-3-(2-(2-(cyclopent-1-en-1-yl)phenyl)-2-hydroxyacetoxy)-1,1-dimethylpyrrolidin-1-ium trifluoroacetate FC(C(=O)[O-])(F)F.C1(=CCCC1)C1=C(C=CC=C1)C(C(=O)O[C@H]1C[N+](CC1)(C)C)O